C(CCC)OC(=O)N1C[C@@H](CCC1)CN butyl-(3S)-3-(aminomethyl)piperidine-1-carboxylate